3-(5-(4-((1-(2,6-difluoro-4-(7-hydroxy-3-(m-tolyl)chroman-4-yl)phenyl)piperidin-4-yl)methyl)piperazin-1-yl)-1-oxoisoindolin-2-yl)piperidine-2,6-dione FC1=C(C(=CC(=C1)C1C(COC2=CC(=CC=C12)O)C=1C=C(C=CC1)C)F)N1CCC(CC1)CN1CCN(CC1)C=1C=C2CN(C(C2=CC1)=O)C1C(NC(CC1)=O)=O